(1S,3S)-3-((6-(5-Chloro-3-(((methyl(oxetan-3-ylmethyl)carbamoyl)oxy)methyl)thiophene-2-yl)-2-methylpyridin-3-yl)oxy)cyclohexane-1-carboxylic acid ClC1=CC(=C(S1)C1=CC=C(C(=N1)C)O[C@@H]1C[C@H](CCC1)C(=O)O)COC(N(CC1COC1)C)=O